4-(5-(difluoromethyl)-1,3,4-thiadiazol-2-yl)-8-(4-isobutyrylpiperazin-1-yl)-N-(1-methylcyclopropyl)quinazoline-6-sulfonamide FC(C1=NN=C(S1)C1=NC=NC2=C(C=C(C=C12)S(=O)(=O)NC1(CC1)C)N1CCN(CC1)C(C(C)C)=O)F